FC1=CC2=C(NC(CCC2)=O)C=C1C(=O)OC methyl 7-fluoro-2-oxo-2,3,4,5-tetrahydro-1H-benzo[b]azepine-8-carboxylate